FC=1C(=C(C=CC1F)C1C(SC(C1)(C(F)(F)F)C)C(=O)OCC)OC ethyl 3-(3,4-difluoro-2-methoxyphenyl)-5-methyl-5-(trifluoromethyl)tetrahydrothiophene-2-carboxylate